2-propyl-3-((5-(trifluoromethyl)pyridin-2-yl)methyl)naphthalene-1,4-dione C(CC)C=1C(C2=CC=CC=C2C(C1CC1=NC=C(C=C1)C(F)(F)F)=O)=O